CN1CCN(CC1)C=1C=CC(=NC1)NC=1C=CC(=C2C=CNC(C12)=O)C1=CC=NC=C1 8-((5-(4-methylpiperazin-1-yl)pyridin-2-yl)amino)-5-(pyridin-4-yl)isoquinolin-1(2H)-one